ClC=1C=NC(=C(C(=O)N(C)CC2=CC(=CC=C2)Cl)C1)OC(F)F 5-chloro-N-(3-chlorobenzyl)-2-(difluoromethoxy)-N-methylnicotinamide